CC(COC=1C=C(C=CC1Cl)N1C(=NOC1=S)C1=NC2=CC=CC(=C2C=C1)OC)COC(C=CC)=O 4-(3-(2-methyl-3-butenoyloxypropoxy)-4-chlorophenyl)-3-(5-methoxy-2-quinolyl)-1,2,4-oxadiazole-5-thione